ethyl 2-[4-[4-amino-2-(4-fluoro-N-[2-amino-1-methyl-2-oxo-ethyl]anilino)thiazole-5-carbonyl]phenoxy]acetate NC=1N=C(SC1C(=O)C1=CC=C(OCC(=O)OCC)C=C1)N(C1=CC=C(C=C1)F)C(C(=O)N)C